Dimethyl[(3S)-3-(2-fluorophenyl)-2-oxobutyl]phosphonate COP(OC)(=O)CC([C@@H](C)C1=C(C=CC=C1)F)=O